Prop-2-yn-1-yl 4-amino-3-chloro-5-fluoro-6-(7-fluoro-1H-indol-6-yl)pyridine-2-carboxylate NC1=C(C(=NC(=C1F)C1=CC=C2C=CNC2=C1F)C(=O)OCC#C)Cl